((2S,6S)-4-acryloyl-2,6-dimethylpiperazin-1-yl)-7-(2-fluoro-5-methylphenyl)-1-(2-isopropyl-4-methylpyridin-3-yl)-2-oxo-1,2-dihydropyrido[2,3-d]pyrimidine-6-carbonitrile C(C=C)(=O)N1C[C@@H](N([C@H](C1)C)C=1C2=C(N(C(N1)=O)C=1C(=NC=CC1C)C(C)C)N=C(C(=C2)C#N)C2=C(C=CC(=C2)C)F)C